C1(=CC=CC=C1)N(C(CCl)=O)C1=C(C=CC=C1Cl)Cl N-phenyl-N-(2,6-dichlorophenyl)chloroacetamide